OC(CCCC1=CCC(CC1)C=O)(C)C 4-(4-hydroxy-4-methylpentyl)-3-cyclohexene-1-aldehyde